CC=1OC2=C(C1C(=O)O)C=C(C=C2)OCC2=NC=C(N=C2)C 2-methyl-5-((5-methylpyrazin-2-yl)methoxy)benzofuran-3-carboxylic acid